CS(=O)C=1OC2=C(N1)C=CC=C2 2-(methylsulfinyl)benzo[d]oxazole